ClC1=CC(=C(N(C1=O)CC)C1=CC=C(C=C1)F)N(N)C(=O)OC(C)(C)C t-butyl 1-(5-chloro-1-ethyl-2-(4-fluorophenyl)-6-oxo-1,6-dihydropyridin-3-yl)hydrazine-1-carboxylate